COC1=C(C=C2C=C(N(C2=C1)S(=O)(=O)C1=CC=C(C)C=C1)CNC(OC(C)(C)C)=O)CC(F)(F)F tert-butyl ((6-methoxy-1-tosyl-5-(2,2,2-trifluoroethyl)-1H-indol-2-yl)methyl)carbamate